Cl.N1[C@@H](CC=CC1)CO [(2S)-1,2,3,6-tetrahydropyridin-2-yl]methanol hydrochloride